N[C@H]1COCC[C@@H]1C1=C(C2=NC(=CC(=C2S1)NCC=1SC=CC1)Cl)Cl 2-((3R,4S)-3-aminotetrahydro-2H-pyran-4-yl)-3,5-dichloro-N-(thiophen-2-ylmethyl)thieno[3,2-b]pyridin-7-amine